CSC[C@@H]1[C@H]([C@H]([C@@H](O1)O)O)O Methylthioribose